N-{1-[4-({(1R)-1-[3-(difluoromethyl)-2-fluorophenyl]ethyl}amino)-2-methylpyrido[3,4-d]pyrimidin-6-yl]piperidin-4-yl}acetamide FC(C=1C(=C(C=CC1)[C@@H](C)NC=1C2=C(N=C(N1)C)C=NC(=C2)N2CCC(CC2)NC(C)=O)F)F